BrC=1SC2=NC(=C3C(=C2N1)N(C=N3)C)Cl 2-Bromo-5-chloro-8-methyl-8H-imidazo[4,5-d]thiazolo[5,4-b]pyridine